CC(CCCCCCCCCC)CCCC(CCCCCCCCCCCCCCCCCCCCCCCC)C 11,15-Dimethylnonatriacontane